(S)-5-cyclopropyl-5-(3-((R)-8,9-dichloro-1-methyl-1,2,4,5-tetrahydro-3H-benzo[d]azepin-3-yl)-3-oxopropyl)imidazolidine-2,4-dione C1(CC1)[C@]1(C(NC(N1)=O)=O)CCC(=O)N1C[C@@H](C2=C(CC1)C=CC(=C2Cl)Cl)C